BrC=1N=NN(C1NC(O[C@H](C)C1=C(C=CC=C1)Cl)=O)C (R)-1-(2-chlorophenyl)ethyl (4-bromo-1-methyl-1H-1,2,3-triazol-5-yl)carbamate